ethyl (3R)-pyrrolidine-3-carboxylate hydrochloride Cl.N1C[C@@H](CC1)C(=O)OCC